tert-butyl-(3-amino-4-hydroxyphenyl) carbamate C(N)(OC1=C(C(=C(C=C1)O)N)C(C)(C)C)=O